tert-butyl 4-((2-(5-methyl-1-(o-tolyl)-1H-1,2,3-triazole-4-carboxamido)quinolin-6-yl)methyl)piperazine-1-carboxylate CC1=C(N=NN1C1=C(C=CC=C1)C)C(=O)NC1=NC2=CC=C(C=C2C=C1)CN1CCN(CC1)C(=O)OC(C)(C)C